BrC1=C(C=C(C(=O)NC2=CC(=CC=C2)[N+](=O)[O-])C=C1)S(NC1=CC=C(C=C1)F)(=O)=O 4-bromo-3-(N-(4-fluorophenyl)sulfamoyl)-N-(3-nitrophenyl)benzamide